N-(3,4-dichlorobenzyl)-2-(2,5-dimethoxyphenyl)ethan-1-amine ClC=1C=C(CNCCC2=C(C=CC(=C2)OC)OC)C=CC1Cl